CN1C(=CC(=C1)NC(=O)C=1N(C=CN1)C)C(=O)O 1-Methyl-4-(1-methylimidazole-2-amido)pyrrole-2-carboxylic acid